N'-(5-(1-(3-bromo-6-methylpyridin-2-yl)piperidin-4-yl)-1,3,4-oxadiazol-2-yl)-N,N-dimethylformimidamide BrC=1C(=NC(=CC1)C)N1CCC(CC1)C1=NN=C(O1)N=CN(C)C